Cl.N[C@H](C(=O)O)CN (S)-2,3-diamino-propionic acid hydrochloride